7-[(1S)-1-(2-chloro-4-methylphenoxy)ethyl]-3-(cyclopropylmethyl)-8-(trifluoromethyl)[1,2,4]triazolo[4,3-a]pyridine ClC1=C(O[C@@H](C)C2=C(C=3N(C=C2)C(=NN3)CC3CC3)C(F)(F)F)C=CC(=C1)C